2-((5-methylbenzo[d]oxazol-2-yl)methyl)-5-phenyl-2,7-naphthyridin-1(2H)-one CC=1C=CC2=C(N=C(O2)CN2C(C3=CN=CC(=C3C=C2)C2=CC=CC=C2)=O)C1